(R)-(3-(2-((2-hydroxypropyl)amino)-5-(trifluoromethyl)pyrimidin-4-yl)-1H-indol-7-yl)dimethylphosphine oxide O[C@@H](CNC1=NC=C(C(=N1)C1=CNC2=C(C=CC=C12)P(C)(C)=O)C(F)(F)F)C